CC1=C(C=CC=C1)C1=CC(=C(C=C1)N1C[C@H](CC1)OC1=NC=C(C=C1)C(F)(F)F)/C=C/C(=O)OCC (S,E)-ethyl 3-(2'-methyl-4-(3-(5-(trifluoromethyl)pyridin-2-yloxy)pyrrolidin-1-yl)biphenyl-3-yl)acrylate